methyl 2-[[[4-chloro-2-fluoro-5-[(2,2,2-trifluoroethyl)thio]phenyl]amino]methyl]benzoate ClC1=CC(=C(C=C1SCC(F)(F)F)NCC1=C(C(=O)OC)C=CC=C1)F